2-methyl-6-(2'-(methylsulfonyl)-[1,1'-biphenyl]-4-yl)-1H-benzo[d]imidazole-4-carboxylic acid CC1=NC2=C(N1)C=C(C=C2C(=O)O)C2=CC=C(C=C2)C2=C(C=CC=C2)S(=O)(=O)C